6-amino-N-(5-chloro-6-(3-fluoro-2-methylphenyl)pyridin-2-yl)pyridine-2-sulfonamide NC1=CC=CC(=N1)S(=O)(=O)NC1=NC(=C(C=C1)Cl)C1=C(C(=CC=C1)F)C